Cl.S1C=C(C2=C1C=CC=C2)CN 1-(1-benzothien-3-yl)methylamine hydrochloride